(1-methyl-1H-pyrazol-4-yl)oxetan-2-carboxamide CN1N=CC(=C1)C1(OCC1)C(=O)N